COC1=C(C=CC=C1)C1=NC=CC(=N1)COC1=CC(=C(C=C1)C)B1OC(C(O1)(C)C)(C)C 2-(2-methoxyphenyl)-4-{[4-methyl-3-(4,4,5,5-tetramethyl-1,3,2-dioxaborolan-2-yl)phenoxy]methyl}pyrimidine